N-(2-methoxybenzyl)-1,2-dimethyl-N-[1-(tetrahydro-2H-pyran-2-yl)-1H-indazol-6-yl]-1H-pyrrole-3-carboxamide COC1=C(CN(C(=O)C2=C(N(C=C2)C)C)C2=CC=C3C=NN(C3=C2)C2OCCCC2)C=CC=C1